O=C(CC1=NC=2C(=CC=NC2)N1)N1CCC(CC1)C(F)(F)F 2-(2-oxo-2-(4-(trifluoromethyl)piperidin-1-yl)ethyl)imidazo[4,5-d]Pyridine